ClC1=C(C(=O)N(C2=C(C(=CC=C2)C(NC2=C(C=C(C=C2)C(C(F)(F)F)(C(F)(F)F)F)C)=O)F)C(=O)C2CC2)C=CC=N1 2-chloro-N-(cyclopropylcarbonyl)-N-(2-fluoro-3-((2-methyl-4-(perfluoropropan-2-yl)phenyl)carbamoyl)phenyl)nicotinamide